(R)-2-(phenylsulfonyl)-hexahydropyrrolo[1,2-a]pyrazin-6(2H)-one C1(=CC=CC=C1)S(=O)(=O)N1C[C@@H]2N(CC1)C(CC2)=O